S(=O)(=O)(O)C(C(=O)[O-])CC(=O)[O-].[Na+].[Na+].C(CCCCCCCCCCCCCCC(C)C)(=O)N isostearamide disodium sulfosuccinate